CN(C)CC1(CC1)COC=1N=C(C2=C(N1)CN(CC2)C2=CC=CC1=CC=CC(=C21)CC)NCCC2=C(N=C(S2)N)C (2-((2-((1-((dimethylamino)methyl)cyclopropyl)methoxy)-7-(8-ethylnaphthalen-1-yl)-5,6,7,8-tetrahydropyrido[3,4-d]pyrimidin-4-yl)amino)ethyl)-4-methylthiazol-2-amine